2-Bromobenzofuro[7,6-d]thiazole-5-carboxylic acid methyl ester COC(=O)C1=CC2=C(N=C(S2)Br)C2=C1C=CO2